FC1(CC(C(N(C2=C1C=C(C(=C2)C(=O)NN)F)CC2=CC=C(C=C2)N2N=C(N=C2)C(F)(F)F)=O)NC(OC(C)(C)C)=O)F tert-butyl N-[5,5,7-trifluoro-8-(hydrazinecarbonyl)-2-oxo-1-[[4-[3-(trifluoromethyl)-1,2,4-triazol-1-yl]phenyl]methyl]-3,4-dihydro-1-benzazepin-3-yl]carbamate